COC1=CC=C(CN(S(=O)(=O)[C@@H](C(=O)O)CCC=C)CC2=CC=C(C=C2)OC)C=C1 (R)-2-(N,N-BIS(4-METHOXYBENZYL)SULFAMOYL)HEX-5-ENOIC ACID